1-((3-(3-aminopropyl)phenoxy)methyl)cyclooctanol NCCCC=1C=C(OCC2(CCCCCCC2)O)C=CC1